mono-isopropoxyzirconium tris(ethylacetoacetate) C(C)CC(CC(=O)[O-])=O.C(C)CC(CC(=O)[O-])=O.C(C)CC(CC(=O)[O-])=O.C(C)(C)O[Zr+3]